bis((3-ethyloxetan-3-yl) methyl) isophthalate C(C1=CC(C(=O)OCC2(COC2)CC)=CC=C1)(=O)OCC1(COC1)CC